COC=1C=C(C=CC1)N1C(=NC2=CC=C(C=C2C1=O)[N+](=O)[O-])C1NCCC1 3-(3-methoxyphenyl)-6-nitro-2-(pyrrolidin-2-yl)quinazolin-4(3H)-one